ClC1=C(C=CC=C1)C#CC1CC1 1-chloro-2-(2-cyclopropylethynyl)benzene